NC=1C=C(C=CC1)C#CC(C)(O)C 4-(3-aminophenyl)-2-methyl-3-butyne-2-ol